CN1C2=C(C=3C=CC(=CC13)SC)C=NN(C2=O)CC2=C1C=NN(C1=CC=C2)COCC[Si](C)(C)C 5-methyl-7-(methylsulfanyl)-3-((1-((2-(trimethylsilyl)ethoxy)methyl)-1H-indazol-4-yl)methyl)-3,5-dihydro-4H-pyridazino[4,5-b]indol-4-one